FC1=CC=C(C=C1)C(N1C(CN(CC1)C1=CC(N(C=2C=CC(=NC12)C#N)C)=O)COC)C1=CC=C(C=C1)F 8-(4-(bis(4-fluorophenyl)methyl)-3-(methoxymethyl)piperazin-1-yl)-5-methyl-6-oxo-5,6-dihydro-1,5-naphthyridine-2-carbonitrile